(S)-2-((S)-4,4-difluoro-3-(5-(morpholino-methyl)-6-oxo-1,6-dihydropyridin-3-yl)piperidin-1-yl)-N-(5-((3,5-difluoropyridin-2-yl)oxy)pyridin-2-yl)propanamide FC1([C@H](CN(CC1)[C@H](C(=O)NC1=NC=C(C=C1)OC1=NC=C(C=C1F)F)C)C1=CNC(C(=C1)CN1CCOCC1)=O)F